FC1=CC=C(CNC2CCCC=3C4=CC(=CC=C4NC23)C=2C=C3CNC(C3=CC2)=O)C=C1 5-(1-((4-fluorobenzyl)amino)-2,3,4,9-tetrahydro-1H-carbazol-6-yl)isoindolin-1-one